ClC1=C2C(=NC=C1C=O)N(C=C2)[Si](C(C)C)(C(C)C)C(C)C 4-chloro-1-(triisopropylsilyl)-1H-pyrrolo[2,3-b]Pyridine-5-carbaldehyde